4-amino-3-fluoro-N,N-bis(methyl-d3)benzenesulfonamide butyl-(3-(2-(prop-2-yn-1-yloxy)ethoxy)propyl)carbamate C(CCC)N(C(O)=O)CCCOCCOCC#C.NC1=C(C=C(C=C1)S(=O)(=O)N(C([2H])([2H])[2H])C([2H])([2H])[2H])F